The molecule is an isoxazole compound having a metyl substituent at the 3-position and a 5-[2-chloro-4-(4,5-dihydro-1,3-oxazol-2-yl)phenoxy]pentyl substituent at the 5-position. It has a role as an antiviral agent. It is a member of isoxazoles and a member of monochlorobenzenes. CC1=NOC(=C1)CCCCCOC2=C(C=C(C=C2)C3=NCCO3)Cl